B(O)(O)O.C(=C)C1=C(N(C)C)C=CC=C1 vinyl-N,N-dimethylaniline borate